FC=1C(=NC=C(C1)F)NC1=NC=C(C(=O)NOCC)C(=C1)NC1=C(C(=CC=C1)C1=NC=CC=N1)OC 6-((3,5-difluoropyridin-2-yl)-amino)-N-ethoxy-4-((2-meth-oxy-3-(pyrimidin-2-yl)phenyl)-amino)nicotinamide